N1=CN=C(C2=C1NC=C2)N2C[C@H]1CC[C@@H](C2)N1 (1R,5S)-3-(7H-pyrrolo[2,3-d]pyrimidin-4-yl)-3,8-diazabicyclo[3.2.1]octane